O=C1NC(CCC1N1C(C2=CC=CC(=C2C1=O)NCC1=C(C=C(C=C1)CN1CCOCC1)F)=O)=O 2-(2,6-dioxopiperidin-3-yl)-4-(2-fluoro-4-(morpholinomethyl)benzylamino)isoindoline-1,3-dione